O=C\1\C(\CCC/C1=C\C=1C=C(C#N)C=CC1)=C\C=1C=C(C#N)C=CC1 3,3'-((1E,1'E)-(2-oxocyclohexane-1,3-diylidene)bis(methaneylylidene))dibenzonitrile